FC1=C(C=CC=C1F)[C@@H]([C@H](O)[C@@H]1N(CCC1)C(=O)OCC1=CC=CC=C1)C1=CC=CC=C1 benzyl (R)-2-((1S,2S)-2-(2,3-difluorophenyl)-1-hydroxy-2-phenylethyl)pyrrolidine-1-carboxylate